1-allyl-N-((1,2,3,5,6,7-hexahydro-s-indacen-4-yl)carbamoyl)azetidine-3-sulfonamide C(C=C)N1CC(C1)S(=O)(=O)NC(NC1=C2CCCC2=CC=2CCCC12)=O